2-chloro-4-methyl-3,5,6-trifluorobenzyl (1R)-trans-3-(2,2-difluoro-1-ethenyl)-2,2-dimethylcyclopropanecarboxylate FC(=C[C@H]1C([C@@H]1C(=O)OCC1=C(C(=C(C(=C1F)F)C)F)Cl)(C)C)F